Cyclobutenen C1=CC=C1